N[C@H](C(=O)N1CCN(CC1)C(=O)OCC1=CC=CC=C1)CC1=CC(=CC=C1)C#N benzyl (S)-4-(2-amino-3-(3-cyanophenyl)propanoyl)piperazine-1-carboxylate